((1R,2R,4S)-7-oxabicyclo[2.2.1]hept-2-yl)-5-fluoro-N-isopropyl-2-(pyrimidin-5-yloxy)benzamide [C@H]12[C@H](C[C@H](CC1)O2)C=2C(=C(C(=O)NC(C)C)C=C(C2)F)OC=2C=NC=NC2